dioxopentene O=C(C=C=O)CC